3-[[2-fluoro-3-(isobutylsulfamoylamino)phenyl]methyl]-7-[(3-fluoro-2-pyridyl)oxy]-4-methyl-chromen-2-one FC1=C(C=CC=C1NS(NCC(C)C)(=O)=O)CC=1C(OC2=CC(=CC=C2C1C)OC1=NC=CC=C1F)=O